COC1=C(CN2C(C=3C4=C(C=5N(C6=CC=C(C=C6C5C3C2=O)F)C(=O)OC(C)(C)C)NC=2C=CC(=CC24)F)=O)C=CC(=C1)OC tert-butyl 6-(2,4-dimethoxybenzyl)-3,9-difluoro-5,7-dioxo-5,6,7,13-tetrahydro-12H-indolo[2,3-a]pyrrolo[3,4-c]carbazole-12-carboxylate